COC=1C=C(C=C(C1)OC)C1=CC(=NN1CC1=NC=CC=C1)C(=O)OC Methyl 5-(3,5-dimethoxyphenyl)-1-([pyridin-2-yl]methyl)-1H-pyrazole-3-carboxylate